1'-((ethane-1,2-diylbis(oxy))bis(ethane-2,1-diyl))bis(3-butyl-imidazolium) C(COCCC=1NC=C[N+]1CCCC)OCCC=1NC=C[N+]1CCCC